ClC1=CC2=C(N(C(C(N2C)=O)=O)C2CCC(CC2)NC(C2=CC=C(C=C2)OC(F)(F)F)=O)N=C1 N-((1r,4r)-4-(7-chloro-1-methyl-2,3-dioxo-2,3-dihydropyrido[2,3-b]pyrazine-4(1H)-yl)cyclohexyl)-4-(trifluoromethoxy)benzamide